FC(C1N(CC=C(CC1)C1=C(C(=CC=2CCOC21)NC2=NC(=CC(=N2)C)NC)F)C(=O)OC(C)(C)C)F tert-butyl 2-(difluoromethyl)-5-[6-fluoro-5-[[4-methyl-6-(methylamino)pyrimidin-2-yl]amino]-2,3-dihydrobenzofuran-7-yl]-2,3,4,7-tetrahydroazepine-1-carboxylate